FC1=C(C=C(C=C1C(F)(F)F)[N+](=O)[O-])[C@@H](C)N (1R)-1-[2-fluoro-5-nitro-3-(trifluoromethyl)phenyl]ethanamine